N-(3-isopropylphenyl)-7H-pyrido[4',3':4,5]pyrrolo[2,3-c][2,7]naphthyridin-5-amine C(C)(C)C=1C=C(C=CC1)NC1=NC2=C(C3=CC=NC=C13)C1=C(N2)C=NC=C1